COC=1C(=CC=2N(C1)C(=NN2)[C@@H]2C[C@@H](CCC2)NC2=NC=C(C(=N2)OC2COC2)C(F)(F)F)C#N 6-methoxy-3-[(1S,3R)-3-[[4-(oxetan-3-yloxy)-5-(trifluoromethyl)pyrimidin-2-yl]amino]cyclohexyl]-[1,2,4]triazolo[4,3-a]pyridine-7-carbonitrile